2-chloro-N-(8-fluoro-2-methylimidazo[1,2-a]pyridin-6-yl)pyrimidine-5-carboxamide ClC1=NC=C(C=N1)C(=O)NC=1C=C(C=2N(C1)C=C(N2)C)F